1-ethylpyridine-2(1H)-one C(C)N1C(C=CC=C1)=O